(R)-2-(4-(4-((1-(3-amino-5-(trifluoromethyl)phenyl)ethyl)amino)-2-chloropyrido[2,3-d]pyrimidin-6-yl)piperazin-1-yl)ethan-1-ol NC=1C=C(C=C(C1)C(F)(F)F)[C@@H](C)NC=1C2=C(N=C(N1)Cl)N=CC(=C2)N2CCN(CC2)CCO